N[C@H](/C=C/C(=O)OC)C methyl (S,E)-4-aminopent-2-enoate